O=C1NC(CCC1N1C(C2=CC=CC(=C2C1)C=1C=C(C=NC1)CNC(OC(C)(C)C)=O)=O)=O tert-butyl ((5-(2-(2,6-dioxopiperidin-3-yl)-1-oxoisoindolin-4-yl)pyridin-3-yl)methyl)carbamate